C(CCCC\C=C/C\C=C/C\C=C/CCCCC)(=O)[O-].[Na+] Sodium γ-linolenate